CC1=NOC(=C1C1=CC2=C(N(C(=N2)[C@@H]2CCC(N2)=O)C2CC(C2)CO)C=C1)C (S)-5-(5-(3,5-dimethylisoxazol-4-yl)-1-(3-(hydroxymethyl)cyclobutyl)-1H-benzo[d]imidazol-2-yl)pyrrolidin-2-one